C(=O)O.C(=O)O.NCCC1N(CCC2=C1NC1=CC=C(C=C21)Cl)CCNC2=NC(=C(C=C2)Cl)C(F)(F)F N-(2-(1-(2-aminoethyl)-6-chloro-1,3,4,9-tetrahydro-2H-pyrido[3,4-b]indol-2-yl)ethyl)-5-chloro-6-(trifluoromethyl)pyridin-2-amine diformate